N1=C(C=CC=2CCCNC12)CCCCCO[C@H]1CN(CC1)[C@@H](C(=O)O)C1=C(C=CC(=C1)C1COCC1)OC(F)(F)F (2R)-2-((R)-3-((5-(5,6,7,8-tetrahydro-1,8-naphthyridin-2-yl)pentyl)oxy)pyrrolidin-1-yl)-2-(5-(tetrahydrofuran-3-yl)-2-(trifluoromethoxy)phenyl)acetic acid